3-(1-oxo-5-(((1R,2S)-2-(3-(quinolin-4-yl)azetidin-1-yl)-cyclopentyl)oxy)isoindolin-2-yl)piperidine-2,6-dione O=C1N(CC2=CC(=CC=C12)O[C@H]1[C@H](CCC1)N1CC(C1)C1=CC=NC2=CC=CC=C12)C1C(NC(CC1)=O)=O